methyl (3R)-3-(tert-butoxycarbonylamino)-8-chloro-5-[(4-chlorophenyl)methyl]-4-oxo-2,3-dihydro-1,5-benzothiazepine-7-carboxylate C(C)(C)(C)OC(=O)N[C@H]1CSC2=C(N(C1=O)CC1=CC=C(C=C1)Cl)C=C(C(=C2)Cl)C(=O)OC